1-(4-(2-(4-tert-butylphenyl)-1,3-selenazol-5-yl)benzyl)pyrrolidine-3-carboxylic acid sodium salt [Na+].C(C)(C)(C)C1=CC=C(C=C1)C=1[Se]C(=CN1)C1=CC=C(CN2CC(CC2)C(=O)[O-])C=C1